CC1=NN(C=C1C1=NC=CC(=N1)NC1=NC=C(C(=C1)NC1CCC(CC1)CCO)C1=NN(C(=C1)C(F)(F)F)C)CC(F)(F)F 2-((1s,4s)-4-((2-((2-(3-Methyl-1-(2,2,2-trifluoroethyl)-1H-pyrazol-4-yl)pyrimidin-4-yl)amino)-5-(1-methyl-5-(trifluoromethyl)-1H-pyrazol-3-yl)pyridin-4-yl)amino)cyclohexyl)ethan-1-ol